C1(=CC=CC=C1)C1=C(CC(=C1)C(C)(C)C)[Tl] 2-phenyl-4-tertiary butyl-1,3-cyclopentadienyl-thallium